7-(4-(4-(6-Fluorobenzo[d]isoxazol-3-yl)piperidin-1-yl)butoxy)-5,6-dihydro-1H-pyrrolo[3,2,1-ij]quinolin-4(2H)-one FC1=CC2=C(C(=NO2)C2CCN(CC2)CCCCOC2=C3CCC(N4C3=C(C=C2)CC4)=O)C=C1